(S)-2-((1-(6-((4-(cyclopropanecarbonyl)-2-fluorobenzyl)oxy)Pyridin-2-yl)piperidin-4-yl)methyl)-1-(oxetan-2-ylmethyl)-1H-benzo[d]imidazole-6-carboxylic acid methyl ester COC(=O)C=1C=CC2=C(N(C(=N2)CC2CCN(CC2)C2=NC(=CC=C2)OCC2=C(C=C(C=C2)C(=O)C2CC2)F)C[C@H]2OCC2)C1